5-((1-(tert-butoxycarbonyl)pyrrolidin-3-yl)methoxy)-2-methylbenzofuran-3-carboxylic acid C(C)(C)(C)OC(=O)N1CC(CC1)COC=1C=CC2=C(C(=C(O2)C)C(=O)O)C1